(R)-2-(6-((1-(3-(difluoromethyl)-2-fluorophenyl)ethyl)amino)-5-(1,3-dioxolan-2-yl)-2-methylpyrimidin-4-yl)-N-(1-methylcyclopropyl)acetamide FC(C=1C(=C(C=CC1)[C@@H](C)NC1=C(C(=NC(=N1)C)CC(=O)NC1(CC1)C)C1OCCO1)F)F